CN(C1=NC=CC=C1SC=1N=C2C(=NC1)NC(=N2)N2CCC1(CC2)[C@@H](C2=CC=CC=C2C1)N)C (S)-1'-(5-((2-(dimethylamino)pyridin-3-yl)thio)-1H-imidazo[4,5-b]pyrazin-2-yl)-1,3-dihydrospiro[indene-2,4'-piperidin]-1-amine